FC1=C(C(=C(C(=C1F)F)F)F)C1=CC(=CC=C1)C=O 2',3',4',5',6'-pentafluoro-[1,1'-biphenyl]-3-carbaldehyde